C1(CCCCC1)CC(C(NC(C=O)CC1C(NCC1)=O)=O)NC(OC(C(C)(C)C1=CC(=CC=C1)Cl)C=1C=C(C=CC1)C)=O 2-(3-chlorophenyl)-2-methyl-1-(m-tolyl)propyl (3-cyclohexyl-1-oxo-1-((1-oxo-3-(2-oxopyrrolidin-3-yl)propan-2-yl)amino)propan-2-yl)carbamate